ClC=1C=C2C(=CNC2=CC1)CC(CC)=O (5-chloro-1H-indole-3-yl)butan-2-one